5-(dodecyloxy)-1,3-diisopropyl-benzo[d]imidazolium hydrogen carbonate C(O)([O-])=O.C(CCCCCCCCCCC)OC1=CC2=C([N+](=CN2C(C)C)C(C)C)C=C1